Cl.NC(C(=O)N1CCN(CC1)C(=O)NC1=NC(N(C=C1)C1=CC=2CCC(CC2C=C1)N1CCC(CC1)N)=O)(C)C 4-(2-Amino-2-methylpropanoyl)-N-(1-(6-(4-aminopiperidin-1-yl)-5,6,7,8-tetrahydronaphthalen-2-yl)-2-oxo-1,2-dihydropyrimidin-4-yl)piperazine-1-carboxamide hydrochloride